Cyclohexyl-(7-phenylpyrazolo[1,5-a]pyridin-3-yl)methanone C1(CCCCC1)C(=O)C=1C=NN2C1C=CC=C2C2=CC=CC=C2